5-(cyclopropylmethyl)-2-cyclopropyl-6-oxo-N,1-diphenyl-1,6-dihydropyridine-3-carboxamide C1(CC1)CC1=CC(=C(N(C1=O)C1=CC=CC=C1)C1CC1)C(=O)NC1=CC=CC=C1